(4-fluorocyclohexyl) 4-methylbenzenesulfonate CC1=CC=C(C=C1)S(=O)(=O)OC1CCC(CC1)F